C(CCCC)C1=C(C=C(O)C=C1)O 4-amyl-resorcinol